CN(C1=CC=C(C=C1)C1=CC=C(C=C1)CN(C(=O)C1CCCCC1)C=1C=C(C=CC1)C1=CC=C(C=C1)OC)C N-((4'-(Dimethylamino)-[1,1'-biphenyl]-4-yl)methyl)-N-(4'-methoxy-[1,1'-biphenyl]-3-yl)cyclohexanecarboxamide